(S)-N-((R)-1-(4-cyanothiophen-2-yl)-2-methylpropyl)-2-methylpropan-2-sulfinamide C(#N)C=1C=C(SC1)[C@@H](C(C)C)N[S@@](=O)C(C)(C)C